4-methyl-3-((trimethylsilyl)ethynyl)pyridine CC1=C(C=NC=C1)C#C[Si](C)(C)C